(R)-N-((R)-1-(3-(benzyloxy)-5-(difluoromethyl)phenyl)ethyl)-2-methylpropane-2-sulfinamide C(C1=CC=CC=C1)OC=1C=C(C=C(C1)C(F)F)[C@@H](C)N[S@](=O)C(C)(C)C